1-benzyl-4-(cyclopropylmethyl)-1H-1,2,3-triazole C(C1=CC=CC=C1)N1N=NC(=C1)CC1CC1